3-(Methylsulfonyl)-N-((6-(6-(pyrrolidin-1-yl)pyridin-2-yl)isoquinolin-3-yl)methyl)benzofuran-5-carboxamide CS(=O)(=O)C1=COC2=C1C=C(C=C2)C(=O)NCC=2N=CC1=CC=C(C=C1C2)C2=NC(=CC=C2)N2CCCC2